C(C)(C)(C)C=1C=C(C=C(C1O)C(C)(C)C)CC#COCCN1C(CC(CC1(C)C)OC#CCC1=CC(=C(C(=C1)C(C)(C)C)O)C(C)(C)C)(C)C 1-[2-[3-(3,5-Di-tert-butyl-4-hydroxyphenyl)propynyloxy]ethyl]-4-[3-(3,5-di-tert-butyl-4-hydroxyphenyl)propynyloxy]-2,2,6,6-Tetramethyl-piperidine